FC1=CC=C2C3=C(NC2=C1)C(=NC=C3)C(=O)NCC=3N=COC3 7-Fluoro-N-(oxazol-4-ylmethyl)-9H-pyrido[3,4-b]indole-1-carboxamide